C(C)(=O)N(C1=C(C=C(C=C1)C1=NC=C(C=C1)C(NCC=1C(=NC=CC1)C)=O)C)CCNC(OC)=O methyl N-[2-[N-acetyl-2-methyl-4-[5-[(2-methyl-3-pyridyl)methylcarbamoyl]-2-pyridyl]anilino]ethyl]carbamate